2-fluoro-1-(3-(3-(4-(trifluoromethyl)phenyl)-1H-pyrazolo[4,3-d]pyrimidin-1-yl)azetidin-1-yl)prop-2-en-1-one FC(C(=O)N1CC(C1)N1N=C(C=2N=CN=CC21)C2=CC=C(C=C2)C(F)(F)F)=C